C(C)(C)(C)OC(=O)N(CCCCN([C@H](C(=O)OCC1=CC=CC=C1)C(C)C)C)C benzyl (S)-2-((4-((tert-butoxycarbonyl)(methyl)amino)butyl) (methyl)amino)-3-methylbutanoate